ClC=1C=C([C@@H]2CO2)C=CC1 (R)-3-Chlorostyrol oxid